N1CCC(=CCC1)C1=CC=C(C=C1)C1=CC(=CC2=CC(=CC=C12)C1=CC=C(C=C1)C(F)(F)F)C(=O)O 4-(4-(2,3,6,7-tetrahydro-1H-azepin-4-yl)phenyl)-7-(4-(trifluoromethyl)phenyl)-2-naphthoic acid